[Sn+4].C(CCCCCCC)/C(/C(=O)OCCCC)=C/C(=O)[O-].C(CCCCCCC)/C(/C(=O)OCCCC)=C/C(=O)[O-].C(CCC)OC(\C(=C/C(=O)[O-])\CCCCCCCC)=O.C(CCC)OC(\C(=C/C(=O)[O-])\CCCCCCCC)=O di-n-butyl bis(n-octyl maleate) tin